BrC=1C=C(C=C(C1C)Cl)N1C=2C=CC(=CC2C=2C3=C(C(=CC12)C1=C(C=CC=C1C)C)C=CC=C3)C3=C(C=CC=C3C)C 7-(3-bromo-5-chloro-4-methylphenyl)-5,10-bis(2,6-dimethylphenyl)-7H-benzo[c]carbazole